(1s,2R,3s,5s,7s)-2-((R)-azido(phenyl)methyl)-5-(phenylsulfanyl)adamantan-1-ol N(=[N+]=[N-])[C@H]([C@@H]1[C@@]2(C[C@H]3C[C@](C[C@@H]1C3)(C2)SC2=CC=CC=C2)O)C2=CC=CC=C2